ClC1=CC(=C(C(=N1)NC1=NC=C(N=C1)C1CC1)F)C=1CCN(CC1)CC1CC1 6-chloro-1'-(cyclopropylmethyl)-N-(5-cyclopropylpyrazin-2-yl)-3-fluoro-1',2',3',6'-tetrahydro-[4,4'-bipyridin]-2-amine